ClC1=CC=C(C=C1)S(=O)(=O)NC=1C(=NN(C1C(=O)O)C)C1=CC=NC=C1 4-((4-chlorophenyl)sulfonamido)-1-methyl-3-(pyridin-4-yl)-1H-pyrazole-5-carboxylic acid